3-({[1-(4-{6-[3-methyl-4-({[(1R)-1-(2-methylphenyl)ethoxy]carbonyl}amino)-1,2-oxazol-5-yl]-2-azaspiro[3.3]heptan-2-yl}phenyl)cyclopropyl]formamido}sulfonyl)propanoic acid CC1=NOC(=C1NC(=O)O[C@H](C)C1=C(C=CC=C1)C)C1CC2(CN(C2)C2=CC=C(C=C2)C2(CC2)C(=O)NS(=O)(=O)CCC(=O)O)C1